(10R)-15-(2,6-dimethylphenyl)-10-isobutyl-3,3-dioxo-12-oxa-3λ6-thia-2,5,6,9,16,17-hexazatricyclo[11.3.1.14,7]octadeca-1(17),4(18),6,13,15-pentaen-8-one CC1=C(C(=CC=C1)C)C=1C=C2OC[C@H](NC(C3=NNC(S(NC(N1)=N2)(=O)=O)=C3)=O)CC(C)C